3-(((Tert-butyldiphenylsilyl)oxy)methyl)-N-methylisoquinoline-7-carboxamide [Si](C1=CC=CC=C1)(C1=CC=CC=C1)(C(C)(C)C)OCC=1N=CC2=CC(=CC=C2C1)C(=O)NC